OC1=C(C(=O)OCC2=CC=CC=C2)C=CC=C1 benzyl 2-hydroxy-benzoate